(((((2R,3S,4R,5R)-5-(6-chloro-4-(methoxyamino)-1H-pyrazolo[3,4-b]pyridin-1-yl)-3,4-dihydroxytetrahydrofuran-2-yl)methoxy)(hydroxy)phosphoryl)methyl)phosphonic acid ClC1=CC(=C2C(=N1)N(N=C2)[C@H]2[C@@H]([C@@H]([C@H](O2)COP(=O)(O)CP(O)(O)=O)O)O)NOC